2-Methyl-N-(2-methylcyclopentyl)propane-2-sulfinamide CC(C)(C)S(=O)NC1C(CCC1)C